6-(azetidin-1-yl)-N-[2-(ethylamino)benzene-1-sulfonyl]-4-fluoro-1-benzofuran-2-carboxamide N1(CCC1)C1=CC2=C(C=C(O2)C(=O)NS(=O)(=O)C2=C(C=CC=C2)NCC)C(=C1)F